2-[methyl(2-{4-[(3R)-oxolan-3-yloxy]pyridin-2-yl}-5H,6H,7H-cyclopenta[d]pyrimidin-4-yl)amino]-1-(piperidin-1-yl)ethan-1-one CN(CC(=O)N1CCCCC1)C=1C2=C(N=C(N1)C1=NC=CC(=C1)O[C@H]1COCC1)CCC2